tert-butyl (2S)-3-(4-{2-[2-(2-ethoxyethoxy)ethoxy]ethoxy}phenyl)-2-(1,4,7,10-tetraazacyclododecan-1-yl)propanoate C(C)OCCOCCOCCOC1=CC=C(C=C1)C[C@@H](C(=O)OC(C)(C)C)N1CCNCCNCCNCC1